O[C@H]1C([C@H]2[C@]3(C(C(C4(C(=C13)C)CC4)(C)O)=O)C2)(C)C (1a'S,3'S,7a'R)-3',6'-dihydroxy-2',2',4',6'-tetramethyl-1',1a',2',3'-tetrahydrospiro[cyclopropane-1,5'-cyclopropa[c]inden]-7'(6'H)-one